(2R)-2-(1-Chlorocyclopropyl)-4-[(1R)-2,2-dichlorocyclopropyl]-1-(1H-1,2,4-triazole-1-yl)butan-2-ol ClC1(CC1)[C@](CN1N=CN=C1)(CC[C@H]1C(C1)(Cl)Cl)O